azopyrazolone C1=NNC(C1=O)/N=N/C2C(=O)C=NN2